C(C1=CC=CC=C1)N1[C@@H](CCC1)C(CC)OC1OC(C2=CC=CC=C12)=O (1-((S)-1-benzylpyrrolidin-2-yl)propoxy)isobenzofuran-1(3H)-one